(2,2-dimethoxy-1-hydroxyethyl)acrylamide COC(C(O)C(C(=O)N)=C)OC